ClC1=CC=C(C=C1)[C@H](CN[C@@H]1C=C([C@@H]([C@@H]([C@H]1O)O)O)CF)F (1S,2S,3S,6R)-6-(((R)-2-(4-chlorophenyl)-2-fluoroethyl)amino)-4-(fluoromethyl)cyclohex-4-ene-1,2,3-triol